[N].[In].[Al] aluminum-indium nitrogen